ClCCC(O)C1=C(N=NC(=C1)Cl)Cl 3-chloro-1-(3,6-dichloro-1,2-diazin-4-yl)propan-1-ol